CC=1C=CC(=NC1C)C 5-methyl-lutidine